N1(CCCCC1)CC1CCN(CC1)C(=O)N 4-[(1-Piperidinyl)methyl]piperidinamide